bis(1H-benzo[d][1,2,3]triazol-1-yl) carbonate C(ON1N=NC2=C1C=CC=C2)(ON2N=NC1=C2C=CC=C1)=O